Rac-(3R,4S)-4-(5-bromo-6-methoxy-2H-indazol-2-yl)-3-methylcyclohexanol BrC1=CC2=CN(N=C2C=C1OC)[C@@H]1[C@@H](CC(CC1)O)C |r|